(S)-6-cyclobutoxy-N-(6-methylpyrazolo[1,5-a]pyrimidin-3-yl)-2-(tetrahydro-2H-pyran-3-yl)-2H-pyrazolo[3,4-b]pyridine-5-carboxamide C1(CCC1)OC=1C(=CC=2C(N1)=NN(C2)[C@@H]2COCCC2)C(=O)NC=2C=NN1C2N=CC(=C1)C